n-docosyl ethyl ether C(C)OCCCCCCCCCCCCCCCCCCCCCC